C(#N)C=1C=C(C=CC1)C1=CC(=NC(=N1)NCC(=O)O)C=1N=NN(C1)CC1=NC(=CC=C1)COC [6-(m-cyanophenyl)-4-(1-{[6-(methoxymethyl)-2-pyridinyl]methyl}-1H-1,2,3-triazol-4-yl)-2-pyrimidinylamino]acetic acid